ClC1=C(C=CC(=C1)F)COC1CN(C1)C(=O)N1CC2(C1)CC(C2)N2C=NC(=C2)C2CC2 [3-[(2-chloro-4-fluoro-phenyl)methoxy]azetidin-1-yl]-[6-(4-cyclopropylimidazol-1-yl)-2-azaspiro[3.3]heptan-2-yl]methanone